FC=1C=C(C=C(C1C=1C=C2C(=CN1)NN=C2C=2C=NC(=CC2)N2CCN(CC2)C)C(F)(F)F)CNC 1-(3-fluoro-4-(3-(6-(4-methylpiperazin-1-yl)pyridin-3-yl)-1H-pyrazolo[3,4-c]pyridin-5-yl)-5-(trifluoromethyl)phenyl)-N-methylmethanamine